4-[(1S)-1-[(3-bromophenyl)methyl]-2-tert-butoxy-2-oxoethyl]-3,3-difluoro-pyrrolidine-1-carboxylic acid tert-butyl ester C(C)(C)(C)OC(=O)N1CC(C(C1)[C@@H](C(=O)OC(C)(C)C)CC1=CC(=CC=C1)Br)(F)F